{9-[(2-methylphenyl)methyl]-5-carbamoylcarbazole-4-yl}oxoacetic acid CC1=C(C=CC=C1)CN1C2=CC=CC(=C2C=2C(=CC=CC12)C(C(=O)O)=O)C(N)=O